FC1=C(C=CC=C1)C1=CC(N2C1=C(C=1C=CC=CC21)C)(O)C(F)(F)F 1-(2-Fluorophenyl)-9-methyl-3-(trifluoromethyl)-3H-pyrrolo[1,2-a]indol-3-ol